C1=CC=C(C(=C1)N)N.Cl.Cl o-phenylenediaminedihydrochloride